ClC=1C=CC=2C(=C3N(C2C1C=1C(=NN(C1C)C)C)[C@@H](CN(C3=O)C3=C(C=CC1=CC=CC=C31)C(=O)O)C)CCCOC3=CC(=C(C(=C3)C)Cl)C (R)-1-(7-Chloro-10-(3-(4-chloro-3,5-dimethylphenoxy)propyl)-4-methyl-1-oxo-6-(1,3,5-trimethyl-1H-pyrazol-4-yl)-3,4-dihydropyrazino[1,2-a]indol-2(1H)-yl)-2-naphthoic Acid